F[C@@H]1C[C@@H](N2N=C(N=C21)C(=O)[C@@H]2[C@H](C2)F)C2=CC=CC=C2 ((5R,7R)-7-fluoro-5-phenyl-6,7-dihydro-5H-pyrrolo[1,2-b][1,2,4]triazol-2-yl)((1R,2S)-2-fluorocyclopropyl)methanone